tert-butyl 7-(8-bromo-7-chloro-3-methyl-2-oxo-6-((2-(trimethylsilyl)ethoxy)methyl)-3,6-dihydroimidazo[4,5-d]pyrrolo[2,3-b]pyridin-1(2H)-yl)-2-azaspiro[3.5]nonane-2-carboxylate BrC1=C(N(C2=NC=C3C(=C21)N(C(N3C)=O)C3CCC2(CN(C2)C(=O)OC(C)(C)C)CC3)COCC[Si](C)(C)C)Cl